8-(4-((4-(Methylsulfonyl)piperidin-1-yl)methyl)phenyl)-2-phenyl-7-(phenylsulfonyl)-1,2,4,7-tetrahydro-3H-pyrrolo[3',2':5,6]pyrido[3,4-d]pyrimidin-3-one CS(=O)(=O)C1CCN(CC1)CC1=CC=C(C=C1)C1=CC2=C(N=CC=3NC(N(CC32)C3=CC=CC=C3)=O)N1S(=O)(=O)C1=CC=CC=C1